C(OC(C)C1=C(C=C(C(=C1)OC)OC)[N+](=O)[O-])(OC1=CC=C(C=C1)[N+](=O)[O-])=O 1-(4,5-Dimethoxy-2-nitrophenyl)ethyl p-nitrophenyl carbonate